ClC1=C(COC2=NC=3N(C=C2)N=CC3C=3C=NN(C3)C)C=C(C=C1)F 5-((2-chloro-5-fluorobenzyl)oxy)-3-(1-methyl-1H-pyrazol-4-yl)pyrazolo[1,5-a]pyrimidine